methyl (S)-2-(3-aminoprop-1-yn-1-yl)-4-(4-(2-(4-(4-chlorophenyl)-2,3,9-trimethyl-6H-thieno[3,2-f][1,2,4]triazolo[4,3-a][1,4]diazepin-6-yl)acetamido)butoxy)benzoate hydrochloride Cl.NCC#CC1=C(C(=O)OC)C=CC(=C1)OCCCCNC(C[C@H]1C=2N(C3=C(C(=N1)C1=CC=C(C=C1)Cl)C(=C(S3)C)C)C(=NN2)C)=O